ClC1=CC=C(C=C1)NC(NCCC1=C(C=CC=C1F)Cl)=O 3-(4-Chlorophenyl)1-[2-(2-chloro-6-fluorophenyl)ethyl]urea